FC(=C(CC1=NSC(=N1)NC(=O)C1=CSC(=C1)C1=CC(=CC=C1)C(F)(F)F)C)F N-(3-(3,3-difluoro-2-methylallyl)-1,2,4-thiadiazol-5-yl)-5-(3-(trifluoromethyl)phenyl)thiophene-3-carboxamide